(racemic)-(S)-(3-chloro-4-(6-(1-methylcyclopropoxy)-9-((4-methylpyridin-2-yl)methyl)-9H-purin-8-yl)phenyl)(3-fluoropiperidin-1-yl)methanone ClC=1C=C(C=CC1C=1N(C2=NC=NC(=C2N1)OC1(CC1)C)CC1=NC=CC(=C1)C)C(=O)N1C[C@H](CCC1)F |r|